1-(3-bromo-2-pyridinyl)ethanol BrC=1C(=NC=CC1)C(C)O